N1(C=CC2=CC=CC=C12)C(=O)OC(C)(C)C Tert-butyl indole-1-carboxylate